C(C=C)(=O)N1[C@@H](CCCC1)C1=NC(=C2N1C=CN=C2N)C2=CC=C(C(=O)NC1=NC=CC(=N1)C)C=C2 (S)-4-(3-(1-Acryloylpiperidin-2-yl)-8-aminoimidazo[1,5-a]pyrazin-1-yl)-N-(4-methylpyrimidin-2-yl)benzamide